4'-(3-acetoxypropoxy)-4''-(pyrrolidin-1-yl)-3''-(trimethylsilyl)-[1,1':3',1''-terphenyl]-4-carboxylic acid ethyl ester C(C)OC(=O)C1=CC=C(C=C1)C1=CC(=C(C=C1)OCCCOC(C)=O)C1=CC(=C(C=C1)N1CCCC1)[Si](C)(C)C